ClC1=CC(=CC2=C1N(C(=N2)C)C2CC(C2)(C)O)OCCN2CCC1(CC2)C(NC2=CC=C(C=C21)F)=O 1'-{2-[7-chloro-1-(3-hydroxy-3-methylcyclobutyl)-2-methyl-1H-1,3-benzimidazol-5-yloxy]ethyl}-5-fluorospiro[indoline-3,4'-piperidin]-2-one